ClC=1C(=NN(C1)CC)[S@@](=O)(N)=NC(NC1=C2C(=NC(=C1C)C(F)(F)F)CCC2)=O |o1:8| (R) or (S)-4-Chloro-1-ethyl-N'-((3-methyl-2-(trifluoromethyl)-6,7-dihydro-5H-cyclopenta[b]pyridin-4-yl)carbamoyl)-1H-pyrazole-3-sulfonimidamide